FC1(CCN(CC1)S(=O)(=O)C=1C=C(C=CC1)NC(C1=C(N=CC=C1)N1CC[Si](CC1)(C)C)=O)F N-(3-((4,4-difluoropiperidin-1-yl)sulfonyl)phenyl)-2-(4,4-dimethyl-1,4-azasilinan-1-yl)nicotinamide